NCC1=C2C(=NC=C1F)CC(N2C)=O 7-(aminomethyl)-6-fluoro-1-methyl-1,3-dihydro-2H-pyrrolo[3,2-b]pyridin-2-one